Ethyl (5-(4-oxo-3,4-dihydrophthalazin-1-yl)-1H-benzimidazol-2-yl)carbamate Hemi-Acetate C(C)(=O)O.O=C1NN=C(C2=CC=CC=C12)C1=CC2=C(NC(=N2)NC(OCC)=O)C=C1.C(C)OC(NC1=NC2=C(N1)C=CC(=C2)C2=NNC(C1=CC=CC=C21)=O)=O